NCC(CC1=CC=C(C=C1)F)F 3-amino-2-fluoro-1-(4-fluorophenyl)propan